[Mg].ClC1=CC=C(C=C1)C1=N[C@H](C=2N(C3=C1C(=C(S3)C)C)C(=NN2)C)CC(=O)NCC=O (S)-2-(4-(4-chlorophenyl)-2,3,9-trimethyl-6H-thieno[3,2-f][1,2,4]triazolo[4,3-a][1,4]diazepin-6-yl)-N-(2-oxoethyl)acetamide magnesium